[O-]S(=O)(=O)C(F)(F)F.FC1=CC2C([S+](C3=C2C=C(C=C3)F)C(F)(F)F)C=C1 2,8-difluoro-5-(trifluoromethyl)-4a,9b-dihydrodibenzothiophen-5-ium triflate